NC=1C=2N(C=CN1)C(=NC2C2=CC=C(C=C2)C(C)(O)C2=CC(=CC=C2)OC(F)F)[C@H]2CN1C(CC[C@@H]1CC2)=O (6R,8aS)-6-[8-Amino-1-(4-{1-[3-(difluoromethoxy)phenyl]-1-hydroxyethyl}phenyl)imidazo[1,5-a]pyrazin-3-yl]hexahydroindolizin-3(2H)-on